(R)-4-(5-cyclopentyl-4-(4-hydroxybenzyl)-2-isopropyl-3-oxo-3,4-dihydropyrazin-1(2H)-yl)-N-isobutyl-3-nitrobenzamide C1(CCCC1)C=1N(C([C@H](N(C1)C1=C(C=C(C(=O)NCC(C)C)C=C1)[N+](=O)[O-])C(C)C)=O)CC1=CC=C(C=C1)O